N1=C(C=NC=C1)C1(CC2(C1)CCC1(OCCO1)CC2)C#N 2-(Pyrazin-2-yl)-8,11-dioxadispiro[3.2.47.24]tridecane-2-carbonitrile